C(=O)(O)CN1C(=NCC1)CCCCCCCCCCCC 1-(carboxymethyl)-2-laurylimidazoline